FC=1C=C(OC2=CC=C3CCN(CC3=C2)C(=O)C2CN(C2)S(=O)(=O)C=C)C=CC1C(F)(F)F (7-(3-fluoro-4-(trifluoromethyl)phenoxy)-3,4-dihydroisoquinolin-2(1H)-yl)(1-(vinylsulfonyl)azetidin-3-yl)methanone